COC1=CC=2N=CN=C(C2N=C1OC(C)C=1OC(=NN1)C)C=1C(=NN(C1)C)C1=CC=CC=C1 2-(1-((7-methoxy-4-(1-methyl-3-phenyl-1H-pyrazol-4-yl)pyrido[3,2-d]pyrimidin-6-yl)oxy)ethyl)-5-methyl-1,3,4-oxadiazole